tert-Butyl 5-(4-((3-chloro-4-(difluoromethoxy)-2-fluorophenyl)amino)pyrido[3,2-d]pyrimidin-6-yl)-2,5-diazabicyclo[2.2.2]octane-2-carboxylate ClC=1C(=C(C=CC1OC(F)F)NC=1C2=C(N=CN1)C=CC(=N2)N2C1CN(C(C2)CC1)C(=O)OC(C)(C)C)F